Cl.Cl.Cl.ClC1=CC2=C(N(C=N2)CCC[C@H]2NCCC[C@@H]2O)C(=C1)C=1C=NC=CC1 (2R,3S)-2-(3-(5-chloro-7-(pyridin-3-yl)-1H-benzo[d]imidazol-1-yl)propyl)piperidin-3-ol trihydrochloride